ClS(=O)(=O)OCC(C(COC(C1=C(C=CC=C1C)C)=O)(C)C)(C)C 2,6-dimethylbenzoic acid 4-((chlorosulfonyl) oxy)-2,2,3,3-tetramethylbutyl ester